COC1=CC=C(C=C1)C(OCC1(CCN(CC1)C(CCCCCNC(C(F)(F)F)=O)=O)COC(CCC(=O)[O-])=O)(C1=CC=C(C=C1)OC)C1=CC=C(C=C1)OC.C(C)[NH+](CC)CC Triethylammonium 4-((4-((tris(4-methoxyphenyl)methoxy)methyl)-1-(6-(2,2,2-trifluoroacetamido)-hexanoyl)piperidin-4-yl)methoxy)-4-oxobutanoate